FC1=C(OC2C[C@@H]3[C@@H](CN(C3)C[C@@H](O)C3=CC=C(C=N3)O)C2)C=CC=C1 6-((R)-2-((3aR,5S,6aS)-5-(2-fluorophenoxy)hexahydrocyclopenta[c]pyrrol-2(1H)-yl)-1-hydroxyethyl)pyridin-3-ol